FC1(CC2(CC(C2)NC2=NN3C(C=N2)=C(C=C3)C=3C=NC=2N(C3)C(=CN2)CC)C1)F N-(6,6-difluorospiro[3.3]heptan-2-yl)-5-(3-ethylimidazo[1,2-a]pyrimidin-6-yl)pyrrolo[2,1-f][1,2,4]triazin-2-amine